COC1=CC=C(C=C1)C#CCC1=NC2=C(N1C(=O)N)C=CC=C2N2CCN(CC2)C (3-(4-Methoxyphenyl)prop-2-yn-1-yl)-4-(4-methylpiperazin-1-yl)-1H-benzo[d]imidazole-1-carboxamide